O=C(CC(=O)[O-])NCCOCCOCCOCCOCCC 3-oxo-7,10,13,16-tetraoxa-4-azanonadecanoate